(4-bromo-3-fluoro-2-methoxy-phenyl)hydrazine BrC1=C(C(=C(C=C1)NN)OC)F